CC1=C2CCNC(C2=CC=C1)=O 5-methyl-3,4-dihydroisoquinolin-1(2H)-one